1-(5-bromo-3-fluoropyridin-2-yl)-3-((1s,3s)-3-methoxycyclobutyl)-4-(4-(trifluoromethyl)benzyl)piperazine-2,5-dione gold-platinum molybdenum [Mo].[Pt].[Au].BrC=1C=C(C(=NC1)N1C(C(N(C(C1)=O)CC1=CC=C(C=C1)C(F)(F)F)C1CC(C1)OC)=O)F